FC1(CN(CC1)C([C@@H](C)NC1=NC=CC(=N1)C1=CC=CC(=N1)C1=NOC(=C1)[C@]1(C(N(CC1)C)=O)O)=O)F (R)-3-(3-(6-(2-(((R)-1-(3,3-Difluoropyrrolidin-1-yl)-1-oxopropan-2-yl)amino)pyrimidin-4-yl)pyridin-2-yl)isoxazol-5-yl)-3-hydroxy-1-methylpyrrolidin-2-one